Cl.C(C)(C)(C)C1=NC(=NO1)C(=O)NCC1=C(C=C(C=C1)C1=NC=NN2C1=CC(=C2)N2C[C@@H](O[C@H](C2)C)C)C 5-(tert-butyl)-N-(4-(6-((2S,6S)-2,6-dimethylmorpholino)pyrrolo[2,1-f][1,2,4]triazin-4-yl)-2-methylbenzyl)-1,2,4-oxadiazole-3-carboxamide hydrochloride